cyanomethylphenylacetic acid-2,3,5,6-tetrafluorophenyl ester FC1=C(C(=C(C=C1F)F)F)OC(C(C1=CC=CC=C1)CC#N)=O